COC([C@@H](N(C(=O)C1CCN(CC1)C(=O)C=1N(C=CC=CC1)C(C1=CC=CC=C1)(C1=CC=CC=C1)C1=CC=CC=C1)C)C(C)C)=O N-methyl-N-(1-((S)-1-tritylazepine-2-carbonyl)piperidine-4-carbonyl)-L-valine methyl ester